(2-chloropyridin-3-yl)(1H-pyrrol-2-yl)methanone ClC1=NC=CC=C1C(=O)C=1NC=CC1